methylcarbazone CNNC(=O)N=N